NC=1C(=NC(=NC1C1=C2C=NNC2=CC=C1)Cl)C(=O)N 5-amino-2-chloro-6-(1H-indazol-4-yl)pyrimidine-4-carboxamide